C(C)(C)(C)O[SiH](C1=CC=CC=C1)C1=CC=CC=C1 tertbutoxydiphenylsilane